ClC1=C(C=NC=C1)CC(=O)O (4-Chloropyridin-3-yl)acetic acid